(S)-4-(3-acrylamidopyrrol-1-yl)-5-fluoro-2,3-dimethyl-1H-indole-7-carboxamide C(C=C)(=O)NC1=CN(C=C1)C1=C2C(=C(NC2=C(C=C1F)C(=O)N)C)C